6-[5-[(6S)-6-aminospiro[4,6-dihydrocyclopenta[d]thiazole-5,4'-piperidin]-1'-yl]pyrazin-2-yl]sulfanyl-5-chloro-3-(tetrahydropyran-4-ylmethyl)quinazolin-4-one N[C@@H]1C2=C(N=CS2)CC12CCN(CC2)C=2N=CC(=NC2)SC=2C(=C1C(N(C=NC1=CC2)CC2CCOCC2)=O)Cl